C(CC)C1CCCCC1 1-propylcyclohexane